(7S)-4,7,8-trimethyl-2-(((1-(2-(trifluoromethyl)benzyl)-1H-pyrazol-4-yl)methyl)amino)-7,8-dihydropteridin-6(5H)-one CC1=NC(=NC=2N([C@H](C(NC12)=O)C)C)NCC=1C=NN(C1)CC1=C(C=CC=C1)C(F)(F)F